9-(6-[3-(4,6-diphenyl-[1,3,5]triazin-2-yl)phenyl]-dibenzofuran-4-yl)-9H-carbazole C1(=CC=CC=C1)C1=NC(=NC(=N1)C1=CC=CC=C1)C=1C=C(C=CC1)C1=CC=CC=2C3=C(OC21)C(=CC=C3)N3C2=CC=CC=C2C=2C=CC=CC32